[Na+].P(=O)(OCCCCCCCCCCC)([O-])O monoundecyl phosphate monosodium salt